C1(CC1)C=1C(=NSC1C(=O)OCC)C1=CC=C(C=C1)NC(C)=O ethyl 4-cyclopropyl-3-(4-acetamidophenyl)-1,2-thiazole-5-carboxylate